CC(CCCC)CCCCCCCCCCCOC1=C(C=C(C(=C1)CBr)OCCCCCCCCCCCC(C)CCCC)CBr 1,4-bis((2-hexyl)undecyloxy)-2,5-dibromomethylbenzene